BrC=1C=C2CN(C(C2=CC1)=O)C(=O)OC(C)(C)C tert-butyl 5-bromo-1-oxo-isoindoline-2-carboxylate